FC(OC=1C=C(C(=O)O[C@H]2[C@@H](OC3=CC(=CC(=C3C2)O)O)C2=CC(=C(C(=C2)O)O)O)C=C(C1O)O)F (2S,3R)-5,7-dihydroxy-2-(3,4,5-trihydroxyphenyl)chroman-3-yl 3-(difluoromethoxy)-4,5-dihydroxybenzoate